6-(7-(((2R,5S)-5-hydroxy-2-methyl-1-piperidinyl)carbonyl)-2-quinoxalinyl)-2-methyl-1(2H)-isoquinolinone O[C@H]1CC[C@H](N(C1)C(=O)C1=CC=C2N=CC(=NC2=C1)C=1C=C2C=CN(C(C2=CC1)=O)C)C